((3-(4-((2-(tert-butyl)-1H-imidazol-1-yl)methyl)-2-methylphenyl)-5-isobutylthiophene-2-yl)sulfonyl)carbamate C(C)(C)(C)C=1N(C=CN1)CC1=CC(=C(C=C1)C1=C(SC(=C1)CC(C)C)S(=O)(=O)NC([O-])=O)C